(E)-2-((1-cyclopropyl-1H-pyrrol-2-yl)methylene)-6-methoxy-3,4-dihydronaphthalen-1(2H)-one C1(CC1)N1C(=CC=C1)\C=C/1\C(C2=CC=C(C=C2CC1)OC)=O